C(N)(=O)CNC1=CC=C(C(=N1)N1N(C(=C(C1=O)NC(C1=CC=C(C=C1)OC(F)F)=O)C1=C(C=C(C=C1F)OC)F)C)C(F)(F)F N-(2-{6-[(carbamoylmethyl)amino]-3-(trifluoromethyl)pyridin-2-yl}-5-(2,6-difluoro-4-methoxyphenyl)-1-methyl-3-oxo-2,3-dihydro-1H-pyrazol-4-yl)-4-(difluoromethoxy)benzamide